FC=1C=C2C(=CNC(C2=CC1F)=O)[C@H](C)N(C(=O)C=1NC2=CC=C(C=C2C1)F)C (S)-N-(1-(6,7-difluoro-1-oxo-1,2-dihydroisoquinolin-4-yl)ethyl)-5-fluoro-N-methyl-1H-indole-2-carboxamide